1,1,1,3,3,3-hexafluoro-2,2-bis(3,4-dicarboxyphenyl)Propane FC(C(C(F)(F)F)(C1=CC(=C(C=C1)C(=O)O)C(=O)O)C1=CC(=C(C=C1)C(=O)O)C(=O)O)(F)F